BrC1=CC(=CC=2N=C3N([C@@H](CN(C3)C)C)C21)C(=O)NC2=CC=C(C=C2)OC(F)(F)Cl (R)-6-bromo-N-(4-(chlorodifluoromethoxy)phenyl)-2,4-dimethyl-1,2,3,4-tetrahydrobenzo[4,5]imidazo[1,2-a]pyrazine-8-carboxamide